tert-butyl((((2R,3S,5R)-5-(6-amino-2-fluoro-9H-purin-9-yl)-2-ethynyl-2-(hydroxymethyl)tetrahydrofuran-3-yl)oxy)carbonyl)glycinate C(C)(C)(C)N(CC(=O)[O-])C(=O)O[C@@H]1[C@](O[C@H](C1)N1C2=NC(=NC(=C2N=C1)N)F)(CO)C#C